C(C=C)(=O)N1CC2(C1)CN(CC2)C2=C(C#N)C(=CN=C2)C2=C1C(=NNC1=CC=C2C)N 3-(2-acryloyl-2,6-diazaspiro[3.4]octan-6-yl)-5-(3-amino-5-methyl-1H-indazol-4-yl)isonicotinonitrile